(E)-2-((3,5-bis(trifluoromethyl) benzylidene) amino)-2-vinylpentanoate FC(C=1C=C(\C=N\C(C(=O)[O-])(CCC)C=C)C=C(C1)C(F)(F)F)(F)F